5-[(3R,5S)-3-amino-5-methyl-1-piperidinyl]quinazoline-8-carbonitrile hydrochloride Cl.N[C@H]1CN(C[C@H](C1)C)C1=C2C=NC=NC2=C(C=C1)C#N